6-(4-(6-fluoropyridin-2-yl)benzyl)-3-propylimidazo[1,5-a]pyrazin-8(7H)-one FC1=CC=CC(=N1)C1=CC=C(CC=2NC(C=3N(C2)C(=NC3)CCC)=O)C=C1